isoleucine behenate C(CCCCCCCCCCCCCCCCCCCCC)(=O)O.N[C@@H]([C@@H](C)CC)C(=O)O